N=1C=NN2C1C=CC(=C2)C2=CNC=1N=C(N=CC12)NCC1(CCC1)F 5-([1,2,4]Triazolo[1,5-a]pyridin-6-yl)-N-((1-fluorocyclobutyl)methyl)-7H-pyrrolo[2,3-d]pyrimidin-2-amine